tert-butyl 4-(((2S,4R)-4-cyclopropyl-2-(4-(methoxycarbonyl)phenyl)piperidin-1-yl)methyl)-7-methyl-5-(prop-1-yn-1-yl)-1H-indole-1-carboxylate C1(CC1)[C@H]1C[C@H](N(CC1)CC1=C2C=CN(C2=C(C=C1C#CC)C)C(=O)OC(C)(C)C)C1=CC=C(C=C1)C(=O)OC